Diallyl-Methylphenylsilane C(C=C)[Si](C1=CC=CC=C1)(C)CC=C